6-hydroxy-5,7-dioxo-2,3,5,7,11,11a-hexahydro[1,3]oxazolo(3,2-a)pyrido[1,2-d]pyrazine-8-carboxamide OC=1C(C(=CN2CC3N(C(C21)=O)CCO3)C(=O)N)=O